5-((2-(difluoromethyl)piperidin-4-yl)oxy)-N-(4-(imidazo[1,2-a]pyridin-7-yloxy)-3-methylphenyl)quinazolin-4-amine FC(C1NCCC(C1)OC1=C2C(=NC=NC2=CC=C1)NC1=CC(=C(C=C1)OC1=CC=2N(C=C1)C=CN2)C)F